L-glutamic acid-1-t-butyl ester C(C)(C)(C)OC([C@@H](N)CCC(=O)O)=O